FC1=CC(=CC=2N(C=NC21)CCC[C@H]2NCCC[C@@H]2O)F (2R,3S)-2-(3-(4,6-difluoro-1H-benzo[d]imidazol-1-yl)propyl)piperidin-3-ol